NC[C@H]1N(C[C@@H](O[C@H]1C)C)C(=O)OC(C)(C)C tert-Butyl (2S,3R,6S)-3-(aminomethyl)-2,6-dimethylmorpholine-4-carboxylate